(R)-(3-aminopiperidin-1-yl)(2-(6-ethyl-6H-thieno[2,3-b]pyrrol-5-yl)-7-methoxy-1-methyl-1H-benzo[d]imidazol-5-yl)methanone N[C@H]1CN(CCC1)C(=O)C1=CC2=C(N(C(=N2)C2=CC3=C(N2CC)SC=C3)C)C(=C1)OC